BrCC1=C(N=C2N1C=C(C=C2)C)C2=CC=C(C=C2)C 3-bromomethyl-6-methyl-2-(4-methylphenyl)imidazo[1,2-a]pyridine